C(C)(C)OC1=CC(=NC=C1)NC1=NN=C(N1)C1=NC=C(C=C1)OC 4-isopropoxy-N-(5-(5-methoxypyridin-2-yl)-4H-1,2,4-triazol-3-yl)pyridin-2-amine